C(C)(C)(C)OC(=O)N1C2(C3=C(C1=O)C=CS3)CC2 4'-oxospiro[cyclopropane-1,6'-thieno[2,3-c]pyrrole]-5'(4'H)-carboxylic acid tert-butyl ester